ethyl 4-bromo-1-[2-(tert-butoxycarbonylamino) ethyl]-6,7-dichloro-indole-2-carboxylate BrC1=C2C=C(N(C2=C(C(=C1)Cl)Cl)CCNC(=O)OC(C)(C)C)C(=O)OCC